methyl-(R,E)-2-methyl-N-((1-methyl-1H-pyrazolo[4,3-c]pyridin-6-yl)methylene)propane-2-sulfinamide CCC(C)([S@@](=O)/N=C/C1=CC2=C(C=N1)C=NN2C)C